C(C)(C)(C)OC(=O)N1C[C@@H]([C@@H](C1)NC)F (3S,4R)-3-fluoro-4-(methylamino)pyrrolidine-1-carboxylic acid tert-butyl ester